3-[7-[5-[tert-butyl(dimethyl)silyl]oxy-3,3-difluoro-pentoxy]-2-methyl-4-oxo-quinazolin-3-yl]-1-(2-trimethylsilylethoxymethyl)piperidine-2,6-dione [Si](C)(C)(C(C)(C)C)OCCC(CCOC1=CC=C2C(N(C(=NC2=C1)C)C1C(N(C(CC1)=O)COCC[Si](C)(C)C)=O)=O)(F)F